(2S)-1-tert-butoxycarbonyl-5,5-dimethyl-pyrrolidine-2-carboxylic acid C(C)(C)(C)OC(=O)N1[C@@H](CCC1(C)C)C(=O)O